NCC1=CC(=C(N)C=C1)[N+](=O)[O-] 4-aminomethyl-2-nitroaniline